BrC(C)C1=CC2=C(OC(O2)(F)F)C=C1 5-(1-bromoethyl)-2,2-difluorobenzo[d][1,3]dioxole